(S)-7-((3-(8-Aminopyrimido[5,4-d]pyrimidin-2-yl)phenyl)ethynyl)-6,7-dihydro-5H-cyclopenta[b]pyridin-7-ol NC1=NC=NC2=C1N=C(N=C2)C=2C=C(C=CC2)C#C[C@]2(CCC=1C2=NC=CC1)O